NC=1C=C(C=C(C1)C(F)(F)F)[C@@H](C)NC1=NC(=NC2=C3C(=C(C=C12)O[C@@H]1COCC1)OCC3)C N-((R)-1-(3-amino-5-(trifluoromethyl)phenyl)ethyl)-2-methyl-6-(((S)-tetrahydrofurane-3-yl)oxy)-8,9-dihydrofuro[2,3-h]quinazolin-4-amine